12-cis-butene C=CCC